3-bromo-5-(methoxymethoxy)-4-methyl-pyridine BrC=1C=NC=C(C1C)OCOC